3-[2'-(benzyloxy)-2-(trifluoromethyl)[1,1'-biphenyl]-4-yl]-1-[(3R,4S)-3,4-dihydroxypyrrolidin-1-yl]prop-2-yn-1-one C(C1=CC=CC=C1)OC1=C(C=CC=C1)C1=C(C=C(C=C1)C#CC(=O)N1C[C@H]([C@H](C1)O)O)C(F)(F)F